NC1=NC(=CC(=N1)N1CCC2(C[C@H](NC2)C(=O)OCC)CC1)O[C@@H](C(F)(F)F)C1=C(C=C(C=C1)Cl)N1N=C(C=C1)C(C)C (S)-ethyl 8-(2-amino-6-((R)-1-(4-chloro-2-(3-isopropyl-1H-pyrazol-1-yl)phenyl)-2,2,2-trifluoroethoxy)pyrimidin-4-yl)-2,8-diazaspiro[4.5]decane-3-carboxylate